4-chloro-N-(6-methyl-3-oxo-2,3-dihydro-1,2,4-triazin-4(5H)-yl)benzenesulfonamide ClC1=CC=C(C=C1)S(=O)(=O)NN1C(NN=C(C1)C)=O